(M-{7-chloroimidazo[1,2-b]pyridazin-2-yl}(4,4-difluorocyclohexyl)methyl)-carbamate ClC1=CC=2N(N=C1)C=C(N2)C2CC(CCC2(F)F)CNC([O-])=O